BrC=1C=C2C(=C(NC2=CC1C)C1=CC(=C(C=C1)OC)OC)CC 5-bromo-2-(3,4-dimethoxyphenyl)-3-ethyl-6-methyl-1H-indole